Pentyl 13-((5-(heptadecan-9-yloxy)-5-oxopentyl)(2-hydroxyethyl)amino)tridecanoate CCCCCCCCC(CCCCCCCC)OC(CCCCN(CCCCCCCCCCCCC(=O)OCCCCC)CCO)=O